CN1C=NC2=C1C=NC=C2C2=C(N=C(C(=N2)C(=O)N)NC2=CC=C(C=C2)N2CCOCC2)SC 6-(3-methylimidazo[4,5-c]pyridin-7-yl)-5-methylsulfanyl-3-(4-morpholinoanilino)pyrazine-2-carboxamide